C(C)C(CC=1C=C(SC1)C=O)CCCC 4-(2-ethylhexyl)thiophene-2-carbaldehyde